1-thio-galactose S=C[C@H](O)[C@@H](O)[C@@H](O)[C@H](O)CO